(3R)-N-[4-methyl-3-(4,4,5,5-tetramethyl-1,3,2-dioxaborolan-2-yl)phenyl]-3-(2,2,2-trifluoroethyl)cyclopentane-1-carboxamide CC1=C(C=C(C=C1)NC(=O)C1C[C@@H](CC1)CC(F)(F)F)B1OC(C(O1)(C)C)(C)C